N-(2-((Pyridin-2-ylamino)methyl)quinolin-8-yl)-4-(trifluoromethyl)benzenesulfonamide N1=C(C=CC=C1)NCC1=NC2=C(C=CC=C2C=C1)NS(=O)(=O)C1=CC=C(C=C1)C(F)(F)F